N-ethyl-4-(6-isopropyl-5-(8-methyl-[1,2,4]triazolo[1,5-a]pyridin-6-yl)-4H-pyrrolo[3,2-d]thiazol-2-yl)-N-methylcyclohexan-1-amine C(C)N(C1CCC(CC1)C=1SC2=C(N1)C(=C(N2)C=2C=C(C=1N(C2)N=CN1)C)C(C)C)C